6-chloro-4-((2S,5R)-2,5-diethyl-4-(1-(4-(trifluoromethyl)phenyl)propyl)piperazin-1-yl)-1-methylpyrido[3,2-d]pyrimidin-2(1H)-one ClC=1C=CC=2N(C(N=C(C2N1)N1[C@H](CN([C@@H](C1)CC)C(CC)C1=CC=C(C=C1)C(F)(F)F)CC)=O)C